[N+](=O)([O-])C=1C=C(C=CC1)N1C(OCC1)=O 3-(3-nitrophenyl)oxazolidin-2-one